C(=C)C=1C(=C(C(N(C1C)C1=CC=C(C=C1)F)=O)C(=O)N)C 5-vinyl-1-(4-fluorophenyl)-4,6-dimethyl-2-oxopyridine-3-carboxamide